[4-(hydroxymethyl)piperidin-1-yl]pyrazine-2-carboxylic acid OCC1CCN(CC1)C=1C(=NC=CN1)C(=O)O